gallic acid, monohydrate O.C(C1=CC(O)=C(O)C(O)=C1)(=O)O